C(CNC(=O)CCC(C(=O)O)N)C#N Gamma-Glutamyl-beta-aminopropionitrile